OCN1C(N(C(C1(C)C)=O)CO)=O 1,3-bis(hydroxymethyl)-5,5-dimethyl-2,4-imidazolinedione